N1=CC=C(C=C1)COCC1CCN(CC1)C(=O)[O-] 4-((Pyridin-4-ylmethoxy)methyl)piperidine-1-carboxylate